9-dibenzo[b,d]thiophen-2-yl-3,4-dihydropyrido[2,1-c][1,2,4]thiadiazine 2,2-dioxide C1=C(C=CC=2SC3=C(C21)C=CC=C3)C3=CC=CN2C3=NS(CC2)(=O)=O